C1(=CC=CC=C1)C(=O)C=1N=NN2C1C(=NC1=CC=CC=C21)C2=CC=CC=C2 phenyl(4-phenyl-[1,2,3]triazolo[1,5-a]quinoxalin-3-yl)methanone